ClC1=NC2=CC(=C(C(=C2C(=C1)Cl)OC)F)F 2,4-dichloro-6,7-difluoro-5-methoxy-quinoline